2,3-dicyclopentylsuccinate C1(CCCC1)C(C(=O)[O-])C(C(=O)[O-])C1CCCC1